ClC=1C(=CC(=C(C1)C1=C(C=C2C(NC(NC2=C1I)=O)=O)C(F)(F)F)F)F 7-(5-chloro-2,4-difluorophenyl)-8-iodo-6-(trifluoromethyl)quinazoline-2,4(1H,3H)-dione